C(C(C)(C)C)C1SSSS1 neopentyl-tetrathiol